CC=1N=C2N(N=C(C=C2C(F)(F)F)C=2N=C3N(C(C2)=O)C=C(S3)N3CCNCC3)C1 7-[2-Methyl-8-(trifluoromethyl)imidazo[1,2-b]pyridazin-6-yl]-2-piperazin-1-yl-thiazolo[3,2-a]pyrimidin-5-on